C(C)OC(CCC1=CC(=C(C=C1)CC=1C(=NC(=NC1C)N)NCCCC)OC)=O 3-(4-((2-amino-4-(butylamino)-6-methylpyrimidin-5-yl)methyl)-3-methoxyphenyl)propionic acid ethyl ester